2'-ethoxy-5-(3-(((4-fluoro-2-(trifluoromethyl)phenyl)amino)methyl)azetidin-1-yl)-N-(1-methylazetidin-3-yl)-[2,3'-bipyridine]-6-carboxamide C(C)OC1=NC=CC=C1C1=NC(=C(C=C1)N1CC(C1)CNC1=C(C=C(C=C1)F)C(F)(F)F)C(=O)NC1CN(C1)C